NC=1C2=C(N=CN1)C(=NC(=C2)N2CCCC2)C=2C(=C(C=CC2C)O)C 3-(4-amino-6-(pyrrolidin-1-yl)pyrido[3,4-d]pyrimidin-8-yl)-2,4-dimethylphenol